BrC=1C(=CC2=C(OCCC3N(C2)[C@@H](CN(C3)C(=O)OC(C)(C)C)F)C1)[N+](=O)[O-] tert-butyl (R)-9-bromo-l-1-fluoro-10-nitro-1,2,4,4a,5,6-hexahydro-3H,12H-benzo[b]pyrazino[1,2-e][1,5]oxazocine-3-carboxylate